1-[8-chloro-7-fluoro-10-(5-methyl-1,3,4-oxadiazol-2-yl)-3,4-dihydropyrazino[1,2-b]indazol-2(1H)-yl]-2-hydroxyethan-1-one ClC=1C=C(C2=C3N(N=C2C1F)CCN(C3)C(CO)=O)C=3OC(=NN3)C